pentafluorophenyl 2-(trans-4-(dimethylamino)cyclohexyl)-7-(6-((2S,6R)-2,6-dimethylmorpholino)pyridin-3-yl)-2,4-dimethylbenzo[d][1,3]dioxole-5-carboxylate CN([C@@H]1CC[C@H](CC1)C1(OC2=C(O1)C(=CC(=C2C)C(=O)OC2=C(C(=C(C(=C2F)F)F)F)F)C=2C=NC(=CC2)N2C[C@@H](O[C@@H](C2)C)C)C)C